NC1=NNC(C2=C1N(N=C2[C@H]2CN(CCC2)C(C#CC)=O)C2=CC=C(C=C2)OC2=C(C=CC=C2F)F)=O (R)-7-Amino-3-(1-(but-2-ynoyl)piperidin-3-yl)-1-(4-(2,6-difluorophenoxy)phenyl)-1,5-dihydro-4H-pyrazolo[3,4-d]pyridazin-4-on